2-methyl-2,4-diphenyl-2H-imidazole CC1(N=CC(=N1)C1=CC=CC=C1)C1=CC=CC=C1